S(C)(=O)(=O)O.N1(CCCC1)C1=C(CN2CCN(CC2)C(=O)OC(C(F)(F)F)C(F)(F)F)C=CC(=C1)C(F)(F)F 1,1,1,3,3,3-hexafluoropropan-2-yl 4-(2-(pyrrolidin-1-yl)-4-(trifluoromethyl)benzyl)piperazine-1-carboxylate mesylate salt